FC1=CC=C(C=C1)C(CCC)=O 1-(4-fluorophenyl)-butane-1-one